4-bromo-2-(2-cyanophenyl)-5-methyl-1H-pyrrole-3-carboxylic acid BrC=1C(=C(NC1C)C1=C(C=CC=C1)C#N)C(=O)O